C(C1=CC=CC=C1)OC(=O)OC/C=C/[N+](CCCCC#N)(C)[O-] (e)-N-(3-(((benzyloxy)carbonyl)oxy)prop-1-en-1-yl)-4-cyano-N-methylbutan-1-amine oxide